2-[(3R)-8,8-Dimethyl-3,4-dihydro-2H-pyrano[2,3-f]chromen-3-yl]-5-methylphenol CC1(OC2=CC=C3C(=C2C=C1)OC[C@H](C3)C3=C(C=C(C=C3)C)O)C